2-(2H-pyrazol-3-yl)-pyrazine N=1NC(=CC1)C1=NC=CN=C1